(S)-3-(2-amino-8-fluoro-[1,2,4]triazolo[1,5-a]pyridin-7-yl)-N-(3-(4-chlorophenyl)-3-hydroxypropyl)-2-fluoro-6-methylbenzamide NC1=NN2C(C(=C(C=C2)C=2C(=C(C(=O)NCC[C@H](O)C3=CC=C(C=C3)Cl)C(=CC2)C)F)F)=N1